BrC=1C=NN(C1C1=CC=C2C=CC=NC2=C1C#N)C 7-(4-bromo-1-methyl-1H-pyrazol-5-yl)quinoline-8-carbonitrile